N3,N3'-(5-amino-3-iminopyridine-2,6(1H,3H)-diylidene)bis{N2-[3-(dimethylamino)propyl]pyrazolo[1,5-a]pyridine-2,3-diamine} NC1=CC(C(NC1=NC=1C(=NN2C1C=CC=C2)NCCCN(C)C)=NC=2C(=NN1C2C=CC=C1)NCCCN(C)C)=N